FC(OC1=C(C=CC(=C1)C(F)(F)F)C1=C(N=C(N=N1)N[C@H]1CN(CCC1)CCO)C)F (R)-2-(3-((6-(2-(difluoromethoxy)-4-(trifluoromethyl)phenyl)-5-methyl-1,2,4-triazin-3-yl)amino)piperidin-1-yl)ethan-1-ol